oxathiazolidine-3,4-dicarboxylate O1SN(C(C1)C(=O)[O-])C(=O)[O-]